1-(4'-(5-(((1-(4-fluorophenyl)ethoxy)carbonyl)amino)-4-methyl-1H-1,2,3-triazol-1-yl)-[1,1-biphenyl]-4-yl)cyclopropane-1-carboxylic acid FC1=CC=C(C=C1)C(C)OC(=O)NC1=C(N=NN1C1=CC=C(C=C1)C1=CC=C(C=C1)C1(CC1)C(=O)O)C